2-(9-(4-hydroxybutyl)-3,9-diazaspiro[5.5]undecan-3-yl)propane-1,3-diyl bis(2-(cyclopent-3-en-1-ylmethyl)decanoate) C1(CC=CC1)CC(C(=O)OCC(COC(C(CCCCCCCC)CC1CC=CC1)=O)N1CCC2(CC1)CCN(CC2)CCCCO)CCCCCCCC